C(C)N(CCCC1=C(C=CC(=C1)F)S(=O)(=O)NC1=CC=C2C3C(COC2=C1C(=O)O)OCC3)CC 7-[2-(3-diethylaminopropyl)-4-fluorobenzenesulfonyl-amino]1,3a,4,9b-tetrahydro-2H-furo[2,3-c]chromene-6-carboxylic acid